(S)-6-(4-((1-(2,2-difluoroethyl)-1H-pyrazolo[4,3-c]pyridin-6-yl)oxy)-3,3-difluoropyrrolidin-1-yl)-2-methyl-[4,5'-bipyrimidine]-2',4'(1'H,3'H)-dione FC(CN1N=CC=2C=NC(=CC21)O[C@@H]2C(CN(C2)C2=CC(=NC(=N2)C)C=2C(NC(NC2)=O)=O)(F)F)F